ClC1=NC(=NC2=CC(=CC=C12)C1CCN(CC1)C1(COC1)C)NC=1C=NN(C1)C12CC(C1)(C2)COC chloro-N-(1-(3-(methoxymethyl)bicyclo[1.1.1]pentane-1-yl)-1H-pyrazol-4-yl)-7-(1-(3-methyloxetan-3-yl)piperidin-4-yl)quinazolin-2-amine